bis-(4-amino-3-hydroxyphenyl) sulfone NC1=C(C=C(C=C1)S(=O)(=O)C1=CC(=C(C=C1)N)O)O